tert-butyl 4-[4-[6-(2-cyano-3,6-difluoro-phenoxy)-4-oxo-quinazolin-3-yl]pyrazol-1-yl]piperidine-1-carboxylate C(#N)C1=C(OC=2C=C3C(N(C=NC3=CC2)C=2C=NN(C2)C2CCN(CC2)C(=O)OC(C)(C)C)=O)C(=CC=C1F)F